N1C=CC2=C(C=CC=C12)C=1N=NN(C1)CC1=CC=C(C=N1)C=1OC(=NN1)C(F)F 2-(6-((4-(1H-indol-4-yl)-1H-1,2,3-triazol-1-yl)methyl)pyridin-3-yl)-5-(difluoromethyl)-1,3,4-oxadiazole